iron D-lactate C([C@H](O)C)(=O)[O-].[Fe+2].C([C@H](O)C)(=O)[O-]